trans-undec-5-ene CCCC\C=C\CCCCC